OC[C@H](C1=CC=CC=C1)NC1=NC(=NC=C1C1=NC=NO1)NC=1C=C2C(N(C(C2=CC1)=O)C)(C)C (S)-5-((4-((2-hydroxy-1-phenylethyl)amino)-5-(1,2,4-oxadiazol-5-yl)pyrimidin-2-yl)amino)-2,3,3-trimethylisoindolin-1-one